C(C)N1N=C(C2=C1C(NCC1(CCOCC1)C2)=O)C[C@H](COC(=O)C2CCN(CC2)C)C 1-Methylpiperidine-4-carboxylic acid [(2R)-3-(1-ethyl-8-oxo-spiro[6,7-dihydro-4H-pyrazolo[3,4-c]azepin-5,4'-tetrahydropyran]-3-yl)-2-methyl-propyl] ester